F[C@H]1[C@@H]2CCC(C[C@H]1N(C=1N=CC(=NC1)C1=C(C=3N(C=C1)C=NC3)O)C)N2 7-(5-{[(1S,2S,3R)-2-fluoro-8-azabicyclo[3.2.1]octan-3-yl](methyl)amino}pyrazin-2-yl)imidazo[1,5-a]pyridin-8-ol